C(=O)OC(CC)CCCCC 3-Octyl Formate